(S)-(4-methyl-2-(2-oxo-2-((4-(5-(p-tolyl)-3-(trifluoromethyl)-1H-pyrazol-1-yl)phenyl)sulfonamido)ethyl)pentyl)carbamate CC(C[C@H](CNC([O-])=O)CC(NS(=O)(=O)C1=CC=C(C=C1)N1N=C(C=C1C1=CC=C(C=C1)C)C(F)(F)F)=O)C